8-bromo-7-fluoro-5-iodo-1,2,3,4-tetrahydrocyclopenta[b]indole BrC=1C=2C3=C(NC2C(=CC1F)I)CCC3